C1(CC1)C=1OC(=NN1)CN1CCC(CC1)C=1C=C2C(=C(NC2=CC1)C1=CC(=NC(=C1)C)C)C(C)C 2-cyclopropyl-5-((4-(2-(2,6-dimethylpyridin-4-yl)-3-isopropyl-1H-indol-5-yl)piperidin-1-yl)methyl)-1,3,4-oxadiazole